ClC1=C(C=CC(=C1)Cl)N(C(C)=O)C=1C=2C3=C(C(N(C3=CC1)CC)=O)C=CC2 N-(2,4-dichlorophenyl)-N-(1-ethyl-2-oxo-1,2-dihydrobenzo[cd]indol-6-yl)acetamide